P(O)(=O)(OP(=O)(O)OP(=O)(O)O)OC[C@@H]1[C@H]([C@H]([C@@H](O1)N1C(=O)N=C(N)C=C1)N)O.N1(C=NC=C1)CCCNC(C(C(C)C)NC(C1=C(C=CC=C1)NC(C1=CC=C(C=C1)OC)=O)=O)=O N-[1-(3-imidazol-1-ylpropylamino)-3-methyl-1-oxobutan-2-yl]-2-[(4-methoxy-benzoyl)amino]benzamide 2'-amino-2'-deoxycytidine-5'-triphosphate